2-(N,N-Dibutylaminomethylidene)amino-3,6-diiodo-7-hydroxy-1,8-naphthyridine C(CCC)N(CCCC)C=NC1=NC2=NC(=C(C=C2C=C1I)I)O